N1C(=NC2=C1C=CC=C2)CNC2=NC(=NC=1N2N=CC1Br)N1[C@H](COCC1)C N-[(1H-benzimidazol-2-yl)methyl]-8-bromo-2-[(3S)-3-methylmorpholin-4-yl]pyrazolo[1,5-a][1,3,5]triazin-4-amine